3-[3-[6-(1-methylpyrazol-4-yl)pyrrolo[1,2-b]pyridazin-4-yl]-3,8-diazabicyclo[3.2.1]octan-8-yl]cyclobutan-1-ol CN1N=CC(=C1)C=1C=C2N(N=CC=C2N2CC3CCC(C2)N3C3CC(C3)O)C1